O1C(OCC1)C1=C(C=C(C=C1)CCNC)OC {2-[4-(1,3-dioxolan-2-yl)-3-methoxyphenyl]ethyl}(methyl)amine